FC1=C(C=CC(=C1)F)C=1C(=CC=CC1F)C=O 2',4',6-trifluoro-[1,1'-biphenyl]-2-carbaldehyde